ClC=1C=C(NC2(CCC3(C(CC4=CC=CC=C34)[C@@H]3[C@H](C3)COC3=C4C(=NC=C3)C=CS4)CC2)C(=O)O)C=CC1 |o1:17,18| (1r,4r)-4-(3-chloroanilino)-2'-[(1R*,2S*)-2-{[(thieno[3,2-b]pyridin-7-yl)oxy]methyl}cyclopropyl]-2',3'-dihydrospiro[cyclohexane-1,1'-indene]-4-carboxylic acid